N4-behenoyl-1-beta-D-arabinofuranosylcytosine CCCCCCCCCCCCCCCCCCCCCC(=O)NC1=NC(=O)N(C=C1)[C@H]2[C@H]([C@@H]([C@H](O2)CO)O)O